N[C@H]1[C@H]([C@@H]2CC[C@H](C1)N2C(=O)OC(C)(C)C)F tertbutyl (1S,2R,3R,5R)-3-amino-2-fluoro-8-azabicyclo[3.2.1]octane-8-carboxylate